BrC1=C(C(=O)O)C=C(C(=C1)F)[N+](=O)[O-] 2-bromo-4-fluoro-5-nitro-benzoic acid